C1(=CC=CC=C1)P(C1=C(C=CC=C1)C=1C(=CC(=C(C1)OC)OC)C(=O)NC1=CC=C(C=C1)C)C1=CC=CC=C1 2'-(diphenylphosphino)-4,5-dimethoxy-N-(p-tolyl)-[1,1'-biphenyl]-2-carboxamide